N[C@@H](CC=1N=CSC1)C1=NC(=NO1)CC1=CC=C(C(=O)NO)C=C1 4-[[5-[(1S)-1-amino-2-thiazol-4-yl-ethyl]-1,2,4-oxadiazol-3-yl]methyl]benzohydroxamic acid